FC1=C(C=CC=C1)C1(C2CCN(CC12)C1=CN=C2C(=N1)NN=C2C2=C1C=CC=NC1=CC=C2)CN (7-(2-fluorophenyl)-3-(3-(quinolin-5-yl)-1H-pyrazolo[3,4-b]pyrazin-6-yl)-3-azabicyclo[4.1.0]heptan-7-yl)methanamine